[Fe].OC1=C2NC(=C1)C=C1C=CC(=N1)C=C1C=CC(N1)=CC=1C=CC(N1)=C2 hydroxyporphine iron